dipentylphenoxyethanol C(CCCC)CC(O)(OC1=CC=CC=C1)CCCCC